FC=1C=CC(=NC1)C=1C(C(=CN(C1)C(C)C)C(=O)NC1=CC=C(C=N1)OC1=CC=NC2=CN=C(C=C12)C(=O)NC1CCN(CC1)C)=O 4-[[6-[[5-(5-fluoro-2-pyridyl)-1-isopropyl-4-oxo-pyridine-3-carbonyl]amino]-3-pyridyl]oxy]-N-(1-methyl-4-piperidyl)-1,7-naphthyridine-6-carboxamide